4-acetyl-5-methyl-3-(quinolin-7-yl)-1H-pyrrole-2-carbaldehyde C(C)(=O)C=1C(=C(NC1C)C=O)C1=CC=C2C=CC=NC2=C1